C(C)[C@H]1N(C[C@@H](N(C1)C=1C=2C(N(C(C1)=O)C)=CN(N2)C2OCCCC2)C)C(=O)OC(C)(C)C tert-butyl (2R,5S)-2-ethyl-5-methyl-4-(4-methyl-5-oxo-2-(tetrahydro-2H-pyran-2-yl)-4,5-dihydro-2H-pyrazolo[4,3-b]pyridin-7-yl)piperazine-1-carboxylate